C(C)OC(=O)C1=C(N=C(S1)C1=CC(=C(C=C1)O)C=O)C (3-formyl-4-hydroxyphenyl)-4-methyl-thiazole-5-carboxylic acid ethyl ester